C(C)N1[C@H](C=2N=CC(=C(C3=CN4C(C(OCCCCC[C@@H](NC1=O)CCC(F)(F)F)=N3)=NC=C4)N2)OC)C (12S,16R)-13-ethyl-8-methoxy-12-methyl-16-(3,3,3-trifluoropropyl)-12,13,16,17,18,19,20,21-octahydro-6,23:11,7-di(azeno)imidazo[2,1-c][1,4,10,13,15]oxatetraazacyclohenicosin-14(15H)-one